Dec-8-ylidene(tert-butoxy)formylhydrazine CCCCCCCC(CC)=NNC(=O)OC(C)(C)C